(12R)-5,12,27-Trimethyl-8-oxa-5,14,21,23,28-pentaazapentacyclo[23.3.1.0^{2,7}.0^{14,22}.0^{15,20}]nonacosa-1(29),2,6,15,17,19,21,25,27-nonaene-4,24-dione CN1C(C=C2C=3N=C(C=C(C(NC4=NC5=CC=CC=C5N4C[C@@H](CCCOC2=C1)C)=O)C3)C)=O